C(CC(C)C)SSCCC(C)C Diisoamyl Disulfide